C(C)[C@@]12N(C=3C(=NN=C(C3)C3=C(C=CC=C3)O)NC1)C[C@@H](C2)OC2=NC=C(C=C2)C=C 2-((6aS,8R)-6a-ethyl-8-((5-vinylpyridin-2-yl)oxy)-5,6,6a,7,8,9-hexahydropyrrolo[1',2':4,5]pyrazino[2,3-c]pyridazin-2-yl)-phenol